1-hydroxyglucitol OC([C@H](O)[C@@H](O)[C@H](O)[C@H](O)CO)O